[Na].[K].[Ca].O=C[C@@H](O)[C@@H](O)[C@H](O)[C@H](O)CO D-mannose, calcium-potassium-sodium salt